1-octadecyl-2-heneicosanoyl-glycero-3-phosphoserine C(CCCCCCCCCCCCCCCCC)OCC(OC(CCCCCCCCCCCCCCCCCCCC)=O)COP(=O)(O)OC[C@H](N)C(=O)O